C(C)(C)C1=C2C=C(C(=CC2=CC=C1)C1=CC2=CC=CC(=C2C=C1C)C(C)C)C 5,5'-diisopropyl-3,3'-dimethyl-[2,2'-binaphthalene]